ClC1=NC(=C2N=CN(C2=N1)C(C)C)NCC1=C(C=CC=C1)N1C(=NC=C1)C 2-chloro-9-isopropyl-N-(2-(2-methyl-1H-imidazol-1-yl)benzyl)-9H-purin-6-amine